3-[4-[1-[4-(2,3-dihydroxypropoxy)phenyl]-1-methyl-ethyl]phenoxy]propane-1,2-diol OC(COC1=CC=C(C=C1)C(C)(C)C1=CC=C(OCC(CO)O)C=C1)CO